2-tert-butyl-4-chloro-5-((3-((4-((2-(2-fluoroethoxy)ethoxy)methyl)-1H-1,2,3-triazol-1-yl)methyl)benzyl)oxy)pyridazin-3(2H)-one C(C)(C)(C)N1N=CC(=C(C1=O)Cl)OCC1=CC(=CC=C1)CN1N=NC(=C1)COCCOCCF